3,4-bis-(2-methoxyethoxy)benzaldehyde COCCOC=1C=C(C=O)C=CC1OCCOC